N-(4-methylbenzyl)propynylamine CC1=CC=C(CNC#CC)C=C1